C=1N=CN2C1C1=CC=CC=C1C2C2CC1N(CC2)S(NC1)(=O)=O 5-(5H-imidazo[5,1-a]isoindol-5-yl)hexahydro-2H-[1,2,5]thiadiazolo[2,3-a]pyridine 1,1-dioxide